C(C)(=O)N1[C@@H](CN([C@H](C1)CF)C(C=C)=O)C1=CC(=NC(=C1)Cl)C1=CC(=NC(=C1)F)C(=O)NC 4-((2R,5R)-1-acetyl-4-acryloyl-5-(fluoromethyl)piperazin-2-yl)-6-chloro-6'-fluoro-N-methyl-[2,4'-bipyridine]-2'-carboxamide